O1C=NC2=C1C=C(C=C2)\C=C\2/N=C(NC2=O)N[C@@H](CO)C2=CC=CC=C2 (4Z)-4-(1,3-Benzoxazol-6-ylmethylene)-2-[[(1R)-2-hydroxy-1-phenyl-ethyl]amino]-1H-imidazol-5-one